2-(tert-butyl) 8a-methyl (R,Z)-7-(hydroxymethylene)-6-OxO-4,6,7,8-tetrahydroisoquinoline-2,8a(1H,3H)-dicarboxylate O\C=C\1/C(C=C2CCN(C[C@]2(C1)C(=O)OC)C(=O)OC(C)(C)C)=O